(S)-2-(4,6-dimethylpyrazolo[1,5-a]pyrazin-2-yl)-6-(hexahydropyrrolo[1,2-a]pyrazin-2(1H)-yl)quinazolin-4(3H)-one trifluoroacetate FC(C(=O)O)(F)F.CC=1C=2N(C=C(N1)C)N=C(C2)C2=NC1=CC=C(C=C1C(N2)=O)N2C[C@H]1N(CC2)CCC1